C(C)(C)(C)OC(=O)N[C@H](C(=O)N[C@H](C(=O)NC1=CC=C(C[N+]2(CCCCC2)C)C=C1)C)C(C)C 1-(4-((S)-2-((S)-2-((tert-butoxy-carbonyl)amino)-3-methylbutanamido)propanamido)benzyl)-1-methylpiperidin-1-ium